2-(oxetan-3-ylsulfonyl)pyridine-4-carboxylic acid O1CC(C1)S(=O)(=O)C1=NC=CC(=C1)C(=O)O